tri(p-cyanophenyl)phosphine titanium tetrakis(diphenylphosphinate) C1(=CC=CC=C1)P([O-])(=O)C1=CC=CC=C1.C1(=CC=CC=C1)P([O-])(=O)C1=CC=CC=C1.C1(=CC=CC=C1)P([O-])(=O)C1=CC=CC=C1.C1(=CC=CC=C1)P([O-])(=O)C1=CC=CC=C1.[Ti+4].C(#N)C1=CC=C(C=C1)P(C1=CC=C(C=C1)C#N)C1=CC=C(C=C1)C#N